2-fluoro-1,4-dimethylbenzene FC1=C(C=CC(=C1)C)C